2-(4-fluorophenyl)-4-(1-methyl-1H-1,2,3-triazol-4-yl)pyrimidine-5-carbonitrile FC1=CC=C(C=C1)C1=NC=C(C(=N1)C=1N=NN(C1)C)C#N